5-(ethyl-(methyl)carbamoyl)picolinic acid C(C)N(C(=O)C=1C=CC(=NC1)C(=O)O)C